Cyclopropanesulfonic acid (2-{6-amino-8-[6-(1H-pyrazol-3-yl)-benzo[1,3]dioxol-5-ylsulfanyl]-purin-9-yl}-ethyl)-amide NC1=C2N=C(N(C2=NC=N1)CCNS(=O)(=O)C1CC1)SC1=CC2=C(OCO2)C=C1C1=NNC=C1